NC1=NC=C(C=N1)C=1C=C(C=C(C1)N1CCOCC1)S(=O)(=O)/C=C/C1=C(C=CC=C1)O (E)-2-(2-((3-(2-aminopyrimidin-5-yl)-5-morpholinophenyl)sulfonyl)vinyl)phenol